N-[(3S)-9-fluoro-2-oxo-5-phenyl-1,3-dihydro-1,4-benzodiazepin-3-yl]-6-methyl-2-(5-methylpyridin-3-yl)imidazo[1,2-b]pyridazine-3-carboxamide FC1=CC=CC=2C(=N[C@@H](C(NC21)=O)NC(=O)C2=C(N=C1N2N=C(C=C1)C)C=1C=NC=C(C1)C)C1=CC=CC=C1